ClC1=CC(=C(C=C1)C1=NOC(=C1[C@@H](O)C=1C=NC=CC1)C1=C(C=C(C=C1)F)F)F (S)-[3-(4-chloro-2-fluorophenyl)-5-(2,4-difluorophenyl)-1,2-oxazol-4-yl](pyridin-3-yl)methanol